FC1=C(C=CC=C1)C1=CC(=CN1S(=O)(=O)C=1C=NC=CC1)CO 5-(2-fluorophenyl)-1-(pyridin-3-ylsulfonyl)-1H-pyrrole-3-methanol